1-(1,4-dioxaspiro[4.5]decan-8-ylmethyl)-3,7-dimethyl-1H-purine-2,6(3H,7H)-dione O1CCOC12CCC(CC2)CN2C(N(C=1N=CN(C1C2=O)C)C)=O